FC=1C=C(C=C(C1)F)[C@@H]1CCN2N1C(C1(C2)CCN(CC1)C=1C=NC=C(C1)F)=O (S)-7'-(3,5-difluorophenyl)-1-(5-fluoropyridin-3-yl)dihydro-1'H,3'H,5'H-spiro[piperidine-4,2'-pyrazolo[1,2-a]pyrazol]-1'-one